iso-dodecyldimethyl-amine oxide C(CCCCCCCCC(C)C)[N+](C)(C)[O-]